6-(1-(2-Methoxyethyl)-1H-pyrazol-3-yl)-5-methyl-2-(1-methyl-1H-imidazol-2-yl)thieno[2,3-d]pyrimidin-4-ol COCCN1N=C(C=C1)C1=C(C2=C(N=C(N=C2O)C=2N(C=CN2)C)S1)C